[Na].C(CCCCCCCC=CC=CC=CCCCC)(=O)OC(CCCCCCCC=CC=CC=CCCCC)=O eleostearic acid anhydride sodium salt